(2S,3S,4S,5R,6S)-6-[5,6-dihydroxy-2-(4-hydroxyphenyl)-4-oxochromen-7-yl]oxy-3,4,5-trihydroxyoxane-2-carboxylic acid OC1=C2C(C=C(OC2=CC(=C1O)O[C@H]1[C@@H]([C@H]([C@@H]([C@H](O1)C(=O)O)O)O)O)C1=CC=C(C=C1)O)=O